11-(4-{[(6z,10z,12z)-1-oxooctadeca-6,9,12-trienyl] oxy} butyl)-2-methyl-9-oxo-2,8-diaza-5,10-dioxapentadec-15-yl (6z,10z,12z)-octadeca-6,9,12-trienoate C(CCCC\C=C/C\C=C/C\C=C/CCCCC)(=O)OCCCCC(OC(NCCOCCN(C)C)=O)CCCCOC(CCCC\C=C/C\C=C/C\C=C/CCCCC)=O